FC(C(=O)O)(F)F.CS(=O)(=O)C1=CC=C(CNC(CCCC(=O)N)=O)C=C1 N-(4-(methylsulfonyl)benzyl)pentanediamide trifluoroacetate